5-[2-(Difluoromethyl)pyrimidin-5-yl]-7-{1-[1-(2,4-difluorophenyl)-1H-1,2,3-triazol-4-yl]propyl}-7H-pyrrolo[2,3-d]pyrimidin-4-amine FC(C1=NC=C(C=N1)C1=CN(C=2N=CN=C(C21)N)C(CC)C=2N=NN(C2)C2=C(C=C(C=C2)F)F)F